FC1=C(C(=CC=C1)F)C1=NC=2N(C(=N1)NC1=CC(=C(C=C1)N1CCN(CC1)C)OC(C)C)N=CC2 2-(2,6-difluorophenyl)-N-(3-isopropoxy-4-(4-methylpiperazin-1-yl)phenyl)pyrazolo[1,5-a][1,3,5]triazin-4-amine